1-oxido-pyridin-1-ium-2-carboxamide [O-][N+]1=C(C=CC=C1)C(=O)N